ethyl (2R,4S)-4-methyl-2-piperidinecarboxylate C[C@@H]1C[C@@H](NCC1)C(=O)OCC